N,N-diphenyl-1,3-diaminopropane C1(=CC=CC=C1)N(CCCN)C1=CC=CC=C1